BrC1=NC(=NC(=C1[N+](=O)[O-])Br)SCCC 4,6-dibromo-2-propylsulfanyl-5-nitropyrimidine